C(C1=CC=CC=C1)OC=1C=C(C(=O)O[C@H]2[C@H](OC3=CC(=CC(=C3C2)OCC2=CC=CC=C2)OCC2=CC=CC=C2)C2=CC(=C(C(=C2)OCC2=CC=CC=C2)O)OCC2=CC=CC=C2)C=C(C1OCC1=CC=CC=C1)OCC1=CC=CC=C1 (2R,3R)-5,7-bis(benzyloxy)-2-(3,5-bis(benzyloxy)-4-hydroxyphenyl)chroman-3-yl 3,4,5-tris(benzyloxy)benzoate